(1S,4S)-N4-[2-(3-{[4-methanesulfonyl-2-(trifluoromethyl)phenyl]amino}prop-1-yn-1-yl)-1-(2,2,2-trifluoroethyl)-1H-indol-4-yl]-N1,N1-dimethylcyclohexane-1,4-diamine CS(=O)(=O)C1=CC(=C(C=C1)NCC#CC=1N(C2=CC=CC(=C2C1)NC1CCC(CC1)N(C)C)CC(F)(F)F)C(F)(F)F